FC=1C(=CC(=C(C(=O)NC2CNC2)C1)O[C@H](C(F)(F)F)C)N1N=C2N(CCCC2)C1=O 3-{[5-Fluoro-4-(3-oxo-5,6,7,8-tetrahydro[1,2,4]triazolo[4,3-a]pyridin-2(3H)-yl)-2-{[(2S)-1,1,1-trifluoropropan-2-yl]oxy}benzoyl]amino}azetidin